NC1(CCN(CC1)C1=NC(=C2C(=N1)NN=C2C2=C(C1=C(N=C(S1)C)C=C2)Cl)C(=O)N)C2=C(C=CC=C2)F 6-(4-amino-4-(2-fluorophenyl)piperidin-1-yl)-3-(7-chloro-2-methyl-Benzo[d]thiazol-6-yl)-1H-pyrazolo[3,4-d]pyrimidine-4-carboxamide